FC1=CC=C(C(=O)N[C@H](C(=O)NC2=CC=C(C=C2)S(=O)(=O)Cl)CC=2C=NC=CC2)C=C1 (S)-4-(2-(4-fluorobenzamido)-3-(pyridin-3-yl)propanamido)benzene-1-sulfonyl chloride